Cl.[N+](=O)([O-])C1=CC=C(C=2C=CN=CC12)NC1CCNCC1 8-nitro-N-(piperidin-4-yl)isoquinolin-5-amine hydrochloride